4-Amino-N-(2-(4,4-difluoropiperidin-1-yl)-6-methylpyrimidin-4-yl)-2-(6-azaspiro[2.5]oct-6-yl)benzamide NC1=CC(=C(C(=O)NC2=NC(=NC(=C2)C)N2CCC(CC2)(F)F)C=C1)N1CCC2(CC2)CC1